(S)-3-(2-aminopropoxy)-1-(4-(5-(trifluoromethyl)pyrimidin-2-yl)piperazin-1-yl)propan N[C@H](COCCCN1CCN(CC1)C1=NC=C(C=N1)C(F)(F)F)C